[Ir](=S)(=S)(=S)(=S)(=S)(=S)(=S)=S iridium octasulfide